C(CCCCCCCCCCCCC)N1C(=C(C(C2=C(C=C(C=C12)OC)OCC1=CC=CC=C1)=O)OCC1=CC=CC=C1)C1=CC(=C(C=C1)OCC1=CC=CC=C1)OC N-tetradecyl-2-(3-methoxy-4-benzyloxyphenyl)-7-methoxy-3,5-dibenzyloxyquinolin-4-one